C(#N)CN1N=C2C(N(C(C(=C2N2CC(N(CC2)C(C)C=2C=C3N=CC=NC3=CC2)CC)C#N)=O)C)=C1 (cyanomethyl)-7-((2S,5R)-3-ethyl-4-(1-(quinoxalin-6-yl)ethyl)piperazin-1-yl)-4-methyl-5-oxo-4,5-dihydro-2H-pyrazolo[4,3-b]pyridine-6-carbonitrile